N-(2-carbamimidoylpyridin-4-yl)-2-(4,4-difluoroazepan-1-yl)quinoline-3-carboxamide C(N)(=N)C1=NC=CC(=C1)NC(=O)C=1C(=NC2=CC=CC=C2C1)N1CCC(CCC1)(F)F